2-benzyl-6-methoxy-3,4-dihydroisoquinoline-1(2H)-one C(C1=CC=CC=C1)N1C(C2=CC=C(C=C2CC1)OC)=O